OCCS(=O)(=O)C1CCN(CC1)C(=O)C1=CC=2C(C3=CC=CC=C3C(C2C=C1)=O)=O 2-(4-((2-hydroxyethyl)sulfonyl)piperidine-1-carbonyl)anthracene-9,10-dione